CN1[SiH](N([SiH](N([SiH]1C)C)C)C)C 1,2,3,4,5,6-hexamethylcyclotrisilazane